FC(C1=CC=C(C(=O)ON=C2C(CC2)C2=CC=CC=C2)C=C1)(F)F 2-phenylcyclobutan-1-one O-(4-(trifluoromethyl)benzoyl) oxime